C(C)[Si](C1C2C=CC(C1)C2)(OCC)OCC 5-(ethyl-diethoxysilyl)-2-norbornene